1-(1-(5-(difluoromethoxy)pyrimidin-2-yl)piperidin-4-yl)-6-fluoro-4-methyl-1,4-dihydroquinoxaline-2,3-dione FC(OC=1C=NC(=NC1)N1CCC(CC1)N1C(C(N(C2=CC(=CC=C12)F)C)=O)=O)F